N-(1-(7-(difluoromethyl)-2-methylquinolin-5-yl)cyclopropyl)-2-methyl-5-(8-methyl-3,8-diazabicyclo[3.2.1]octan-3-yl)benzamide FC(C1=CC(=C2C=CC(=NC2=C1)C)C1(CC1)NC(C1=C(C=CC(=C1)N1CC2CCC(C1)N2C)C)=O)F